1-(5-(6-(3,4-dimethoxyphenyl)-7-ethyl-5H-pyrrolo[3,2-d]pyrimidin-2-yl)-1,3,4-oxadiazol-2-yl)-N-methyl-methylamine COC=1C=C(C=CC1OC)C1=C(C=2N=C(N=CC2N1)C1=NN=C(O1)CNC)CC